C1(=CC=CC=C1)NCCC[Si](OC)(OC)OC N-phenyl-3-aminopropyl-trimethoxysilane